6-Chloro-1-methyl-2-oxo-4-(4-(2-(trifluoromethyl)phenoxy)piperidin-1-yl)-1,2-dihydro-1,5-naphthyridine-3-carbonitrile ClC=1N=C2C(=C(C(N(C2=CC1)C)=O)C#N)N1CCC(CC1)OC1=C(C=CC=C1)C(F)(F)F